tert-butyl 4-(7,7-difluoro-2-(methylsulfonyl)-6,7-dihydro-5H-cyclopenta[d]pyrimidin-4-yl)piperidin-1-carboxylate FC1(CCC2=C1N=C(N=C2C2CCN(CC2)C(=O)OC(C)(C)C)S(=O)(=O)C)F